8-amino-4,4-dimethyl-N-[4-(trifluoromethoxy)phenyl]-4,5-dihydro-1H-pyrazolo[4,3-H]quinazoline-3-carboxamide NC1=NC=2C3=C(C(CC2C=N1)(C)C)C(=NN3)C(=O)NC3=CC=C(C=C3)OC(F)(F)F